ClC=1C=C(C=CC1CO)CC(=O)N1CCN(CC1)C=1C=CC=2N(N1)C=NN2 2-[3-chloro-4-(hydroxymethyl)phenyl]-1-(4-{[1,2,4]triazolo[4,3-b]pyridazin-6-yl}piperazin-1-yl)ethan-1-one